Cl.ClC1=NC=NC2=CC(=C(C=C12)OCCCN1CCOCC1)OC 4-chloro-7-methoxy-6-(3-morpholin-4-ylpropoxy)quinazoline hydrochloride